1-bromo-1,3-dipropyl-1,3-disilacyclobutane Br[Si]1(C[SiH](C1)CCC)CCC